NC[C@@H]1NCCC1 |r| (2R/S)-2-(aminomethyl)pyrrolidin